OC1(CC(C1)C(=O)N1CC2(C1)CCC(CC2)C2=CC=C1C(=N2)N(C=C1)C)C ((1s,3s)-3-hydroxy-3-methylcyclobutyl)(7-(1-methyl-1H-pyrrolo[2,3-b]pyridin-6-yl)-2-azaspiro[3.5]non-2-yl)methanone